ethan-1-aminium C(C)[NH3+]